(±)-3-(2-decyl-1,3-dioxolan-4-yl)-1-(4-methoxyphenyl)propan-1-one C(CCCCCCCCC)C1OCC(O1)CCC(=O)C1=CC=C(C=C1)OC